CN1CCN(CC1)C=1C=NC(=NC1)N 5-(4-methylpiperazin-1-yl)pyrimidin-2-amine